C(=O)(O)C1=CC(=C(C=C1)Br)C(=O)O 1,3-dicarboxy-4-bromobenzene